N2-butyl-N4-(5-cyclopropyl-1H-pyrazol-3-yl)-6-methoxy-7-(3-(pyrrolidin-1-yl)propoxy)quinazoline-2,4-diamine C(CCC)NC1=NC2=CC(=C(C=C2C(=N1)NC1=NNC(=C1)C1CC1)OC)OCCCN1CCCC1